Cl.NC(CO)(CO)CO 2-amino-2-(hydroxymethyl)-1,3-propandiol, hydrochloride